ONC(C1=CC=C(C=C1)CN1N=C(C=C1C1=CC(=CC=C1)C)C=1C=C2C(N(C=NC2=CC1)C)=O)=O N-hydroxy-4-{[3-(3-methyl-4-oxo-3,4-dihydroquinazolin-6-yl)-5-(3-methylphenyl)-1H-pyrazol-1-yl]methyl}benzamide